C(C)(C)(C)C1=CC=C(C=C1)C(C#N)CC 4-tert-butylphenylbutyronitrile